C(C#CC)N1C(CCC1)C=1C=C(N2C=NC=CC21)C2=CC=C(C(=O)NC1=NC=CC(=C1)Cl)C=C2 4-(5-(1-(but-2-ynyl)pyrrolidin-2-yl)pyrrolo[1,2-c]pyrimidin-7-yl)-N-(4-chloropyridin-2-yl)benzamide